CSC=1N=CN(C1)C1=CC=CC2=C1C=C(O2)C(=O)Cl 4-(4-(methylmercapto)-1H-imidazol-1-yl)benzofuran-2-carbonyl chloride